tert-butyl (1R,4R)-5-((1-(difluoromethoxy)isoquinolin-5-yl)sulfonyl)-2,5-diazabicyclo[2.2.1]heptane-2-carboxylate FC(OC1=NC=CC2=C(C=CC=C12)S(=O)(=O)N1[C@H]2CN([C@@H](C1)C2)C(=O)OC(C)(C)C)F